FC1=C(C(=O)O)C=CC(=C1OCC(F)(F)F)C(NS(=O)(=O)N1CCCC1)=O 2-fluoro-4-((pyrrolidin-1-ylsulfonyl)carbamoyl)-3-(2,2,2-trifluoroethoxy)benzoic acid